3-methoxy-2-[2-[4-[1-methyl-4-(4-pyridyl)pyrazol-3-yl]phenyl]ethynyl]pyridine COC=1C(=NC=CC1)C#CC1=CC=C(C=C1)C1=NN(C=C1C1=CC=NC=C1)C